(2s,3s,4s,5r)-3-(3,4-difluoro-5-iodo-2-methoxy-phenyl)-4,5-dimethyl-5-(trifluoromethyl)tetrahydrofuran-2-carboxylic acid methyl ester COC(=O)[C@H]1O[C@]([C@H]([C@H]1C1=C(C(=C(C(=C1)I)F)F)OC)C)(C(F)(F)F)C